4-[[2-(5-chloro-2-hydroxy-phenyl)acetyl]amino]-N-(4-cyanotetrahydropyran-4-yl)pyridine-2-carboxamide ClC=1C=CC(=C(C1)CC(=O)NC1=CC(=NC=C1)C(=O)NC1(CCOCC1)C#N)O